FC1=C(OC=2N=CC(=NC2)NC(C(C)N2CC(N(CC2)C(=O)C2=NC=[N+](C(=C2)CO)[O-])(C)C)=O)C=CC(=C1)F 4-(4-(1-((5-(2,4-difluorophenoxy)pyrazin-2-yl)amino)-1-oxopropan-2-yl)-2,2-dimethylpiperazine-1-carbonyl)-6-(hydroxymethyl)pyrimidine 1-oxide